C(CCCCC)OCOCCCC(CC(C)[Mg]Cl)C 6-hexyloxymethoxy-1,3-dimethylhexylmagnesium chloride